2,6-bis[1-(2,4-dihydroxyphenyl)isopropyl]-4-methylphenol OC1=C(C=CC(=C1)O)C(C)(C)C1=C(C(=CC(=C1)C)C(C)(C)C1=C(C=C(C=C1)O)O)O